2-(3-cyano-4-hydroxyphenyl)-4-methylthiazole-5-carboxylic acid ethyl ester C(C)OC(=O)C1=C(N=C(S1)C1=CC(=C(C=C1)O)C#N)C